tert-butyl 4-(2-bromo-9-(hydroxymethyl)-7-methyl-5-oxo-5,7,8,9-tetrahydropyrrolo[1,2-c][1,2,4]triazolo[1,5-a]pyrimidin-6-yl)piperidine-1-carboxylate BrC1=NN2C(N3C(=C(C2=O)C2CCN(CC2)C(=O)OC(C)(C)C)C(CC3CO)C)=N1